1-(2,6-dichlorophenyl)-3-[(1S)-1-(2-pyrimidin-2-yl-1,2,4-triazol-3-yl)ethyl]urea ClC1=C(C(=CC=C1)Cl)NC(=O)N[C@@H](C)C=1N(N=CN1)C1=NC=CC=N1